C(C1=CC=CC=C1)OCC1CCC(CC1)C1=NC2=C(N1C)C=C(C(=C2)C(=O)OC)Br Methyl 2-((1r,4r)-4-((benzyloxy)methyl)cyclohexyl)-6-bromo-1-methyl-1H-benzo[d]imidazole-5-carboxylate